ClC=1C=C(C=CC1)S(=O)(=O)N1CCS(C2=C1C=C(C=C2)C(=O)NC2=CC=C(C(=O)O)C=C2)=O 4-{[4-(3-Chloro-benzenesulfonyl)-1-oxo-1,2,3,4-tetrahydro-benzo[1,4]thiazine-6-carbonyl]-amino}-benzoic acid